[3-methyl-5-[[2-[(2R,5S)-5-methyl-2-(4-thiazol-2-ylphenyl)-1-piperidyl]-2-oxo-acetyl]amino]-2-pyridyl]carbamate CC=1C(=NC=C(C1)NC(C(=O)N1[C@H](CC[C@@H](C1)C)C1=CC=C(C=C1)C=1SC=CN1)=O)NC([O-])=O